C(CCC)[Sn](C=1SC=C2OCCOC21)(CCCC)CCCC tributyl-(2,3-dihydrothieno[3,4-b][1,4]dioxin-5-yl)stannane